ClC1=CC2=C(N(C(N=C2N2[C@H](CN([C@@H](C2)C)C(C=C)=O)C)=O)C=2C(=NC=CC2C)C(C)C)N=C1C1=C(C(=O)NC)C=CC=C1 (M)-2-[6-Chloro-4-[(2S,5R)-2,5-dimethyl-4-prop-2-enoyl-piperazin-1-yl]-1-(2-isopropyl-4-methyl-3-pyridyl)-2-oxo-pyrido[2,3-d]pyrimidin-7-yl]-N-methyl-benzamide